[Cl-].N1=C(C=CC=C1)C1=CC(=NC=N1)N[NH3+] [[6-(2-pyridyl)pyrimidin-4-yl]amino]ammonium chloride